CN1C(C(=C(C2=CC(=C(C=C12)OC1COCC1)C)N1CCC(CC1)C=1OC2=C(N1)C=C(C=C2)C)C(=O)N)=O 1,6-dimethyl-4-[4-(5-methyl-1,3-benzoxazol-2-yl)piperidin-1-yl]-2-oxo-7-[(oxolan-3-yl)oxy]-1,2-dihydroquinoline-3-carboxamide